C[C@H]1N(CCN(C1)C1CN(C1)C1=NC(=NC(=C1)N1CCC(CC1)C1=C(C=NN1C1COC1)C)C(F)(F)F)C(=O)OC(C)(C)C tert-butyl (R)-2-methyl-4-(1-(6-(4-(4-methyl-1-(oxetan-3-yl)-1H-pyrazol-5-yl)piperidin-1-yl)-2-(trifluoromethyl)pyrimidin-4-yl)azetidin-3-yl)piperazine-1-carboxylate